C(C)(=O)C1=C(C2=C(N=C(N=C2)NC2=CC=C(C=N2)N2CCN(CC2)CC2=CC=C(C=N2)C=O)N(C1=O)C1CCCC1)C 6-[[4-[6-[(6-acetyl-8-cyclopentyl-5-methyl-7-oxo-pyrido[2,3-d]pyrimidin-2-yl)amino]-3-pyridyl]piperazin-1-yl]methyl]pyridine-3-carbaldehyde